(5-bromo-2-methyl-2H-1,2,3-triazol-4-yl)(4,5-dihydro-7H-pyrazolo[1,5-c][1,3]oxazin-2-yl)methanol BrC=1C(=NN(N1)C)C(O)C1=NN2COCCC2=C1